(R)-5-chloro-N-(4,4,4-trifluoro-1-hydroxy-3-(trifluoromethyl)butan-2-yl)thiophen-2-sulfonamide Methyl-(1R,3S)-3-(2,2-dichlorovinyl)-2,2-dimethylcyclopropaneformate COC(=O)[C@H]1C([C@@H]1C=C(Cl)Cl)(C)C.ClC1=CC=C(S1)S(=O)(=O)N[C@@H](CO)C(C(F)(F)F)C(F)(F)F